[Cl-].C(CCCCCCC)(=O)[N+](C)(C)C(CCCCCCC)=O dicaprylyl-dimethyl-ammonium chloride